The molecule is an L-alpha-amino acid that is L-serine in which the hydroxy group at position 3 is converted to the corresponding 2-aminoethyl ether. An antimetabolic antibiotic obtained from Streptomyces reseoviridofuscus. It has a role as an antimetabolite, an antineoplastic agent, a metabolite and an antimicrobial agent. It is a L-serine derivative and a non-proteinogenic L-alpha-amino acid. C(COC[C@@H](C(=O)O)N)N